(2r,6s)-6-[(benzyloxy)methyl]-2-methylmorpholine-3-one C(C1=CC=CC=C1)OC[C@H]1O[C@@H](C(NC1)=O)C